C(C1=CC=CC=C1)OC1C(NCCC1=O)CC 3-benzyloxy-2-ethyl-4-oxopiperidin